(3R)-3-(tert-butoxycarbonylamino)-5-(4-chlorobenzyl)-4-keto-2,3-dihydro-1,5-benzothiazepine-7-Carboxylic acid C(C)(C)(C)OC(=O)N[C@H]1CSC2=C(N(C1=O)CC1=CC=C(C=C1)Cl)C=C(C=C2)C(=O)O